Methyl 5-amino-2-[4-(trifluoromethyl)-1H-pyrazol-1-yl]benzoate NC=1C=CC(=C(C(=O)OC)C1)N1N=CC(=C1)C(F)(F)F